BrC=1C(=C(C=CC1)NC(=O)NC1=CC(=CC(=C1)OC)NCCN)CO 1-(3-bromo-2-hydroxymethylphenyl)-3-[3-(2-aminoethylamino)-5-methoxyphenyl]urea